COC1=C(C=C2C([NH2+]CCC2=C1)CC3=CC(=C(C=C3)O)OC)O The molecule is the conjugate acid of nororientaline; major species at pH 7.3. It is an organic cation and an ammonium ion derivative. It is a conjugate acid of a nororientaline.